N=1N(N=C2C1C=CC=C2)C2=C(C(=CC(=C2)C(C)(C2=CC=CC=C2)C)C(C)(C)C2=CC=CC=C2)O (2H-Benzotriazol-2-yl)4,6-bis(1-methyl-1-phenylethyl)phenol